N-(2-FLUORO-4-(TRIFLUOROMETHOXY)PHENYL)-6-METHOXY-[1,2,5]OXADIAZOLO[3,4-B]PYRAZIN-5-AMINE FC1=C(C=CC(=C1)OC(F)(F)F)NC1=NC=2C(N=C1OC)=NON2